C(C)(=O)NC=1C=C(C2=C(OCO2)C1)/C=C/C(=O)OC(C)(C)C tert-Butyl (E)-3-(6-acetamido-1,3-benzodioxol-4-yl)acrylate